(S)-5-(3-(dimethylamino)pyrrolidine-1-carbonyl)-1H-indazole-3-carbonitrile CN([C@@H]1CN(CC1)C(=O)C=1C=C2C(=NNC2=CC1)C#N)C